rac-5-(((2-(3-hydroxy-3-methylpyrrolidine-1-carbonyl)-4-(piperidine-1-carbonyl)quinolin-6-yl)oxy)methyl)-4-methylisobenzofuran-1(3H)-one O[C@]1(CN(CC1)C(=O)C1=NC2=CC=C(C=C2C(=C1)C(=O)N1CCCCC1)OCC=1C(=C2COC(C2=CC1)=O)C)C |r|